4-((2-(((S)-1-((2S,4R)-4-hydroxy-2-(((S)-1-(4-(4-methylthiazol-5-yl)phenyl)ethyl)Carbamoyl)pyrrolidin-1-yl)-3,3-dimethyl-1-oxobutan-2-yl)amino)-2-oxoethoxy)methyl)piperidine O[C@@H]1C[C@H](N(C1)C([C@H](C(C)(C)C)NC(COCC1CCNCC1)=O)=O)C(N[C@@H](C)C1=CC=C(C=C1)C1=C(N=CS1)C)=O